FC1=C(C=CC(=C1)C(F)(F)F)C=1C=2N(C3=CC=C(C=C3N1)C(=O)O)C=CN2 4-(2-fluoro-4-(trifluoromethyl)phenyl)imidazo[1,2-a]quinoxaline-7-carboxylic acid